2-(6H-oxazolo[4,5-e]indol-8-yl)ethan-1-amine N1=COC=2C1=C1C(=CNC1=CC2)CCN